(S)-3-((S)-sec-butyl)-N-((1-methyl-1H-imidazol-5-yl)methyl)-2-oxo-1,2,3,5-tetrahydro-4H-benzo[e][1,4]diazepine-4-carboxamide [C@H](C)(CC)[C@@H]1N(CC2=C(NC1=O)C=CC=C2)C(=O)NCC2=CN=CN2C